tert-butyl (1R,3S,4S)-3-((3-chloro-4-fluorophenyl) carbamoyl)-2-azabicyclo[2.2.1]heptane-2-carboxylate ClC=1C=C(C=CC1F)NC(=O)[C@H]1N([C@@H]2CC[C@H]1C2)C(=O)OC(C)(C)C